O-benzotriazol-1-yl-1,1,3,3-tetramethyluronium N1(N=NC2=C1C=CC=C2)OC(=[N+](C)C)N(C)C